CC1=CN=C(S1)C=1C=C(C(=O)N[C@H](C)C=2C=NC(=NC2)C(F)(F)F)C=C(C1)O[C@H]1COCC1 3-(5-Methyl-1,3-thiazol-2-yl)-5-[(3R)-tetrahydrofuran-3-yloxy]-N-{(1R)-1-[2-(trifluoro-methyl)pyrimidin-5-yl]ethyl}-benzamide